tert-butyl 4-[(R)-(5-chloro-2-pyridyl)-(4,4-difluorocyclohexyl)methyl]-4-hydroxy-piperidine-1-carboxylate ClC=1C=CC(=NC1)[C@H](C1(CCN(CC1)C(=O)OC(C)(C)C)O)C1CCC(CC1)(F)F